6-((1-((3,4-dihydroxy-2-methylbutan-2-yl)sulfonyl)cyclopropyl)methyl)-1-methyl-7-oxo-4,5,6,7-tetrahydro-1H-pyrazolo[3,4-c]pyridine-3-carboxamide OC(C(C)(C)S(=O)(=O)C1(CC1)CN1C(C2=C(CC1)C(=NN2C)C(=O)N)=O)CO